dimethyl sulfoniopropionate C[S+](C)CCC(=O)[O-]